Cl.C(N)(=N)C=1C=CC(=NC1)N(C(=O)OC(C)(C)C)C(=O)OC(C)(C)C Bis(2-methyl-2-propanyl) (5-carbamimidoyl-2-pyridinyl)imidodicarbonate hydrochloride